(1H-pyrazol-4-yl)-1H-pyrazolo[3,4-c]pyridine N1N=CC(=C1)N1N=CC=2C1=CN=CC2